NC=1C=2N(C(=C(N1)C1=CC(=CC=C1)C#N)C1(CC1)C(F)(F)F)N=C(C2)C(=O)NCC 4-amino-6-(3-cyanophenyl)-N-ethyl-7-(1-(trifluoromethyl)cyclopropyl)pyrazolo[1,5-a]pyrazine-2-carboxamide